OCC(CCC(=O)C=1NN=C2C1CN(CC2)C(=O)OC(C)(C)C)=C tert-butyl 3-(4-(hydroxymethyl)-pent-4-enoyl)-6,7-dihydro-2H-pyrazolo[4,3-c]pyridine-5(4H)-carboxylate